C(=O)O.C(C=C)(=O)N1[C@H](CN(CC1)C1=NC(=NC=2C=C(CCC12)C1=CC=CC2=CC=CC(=C12)Cl)OC[C@H]1N(CCC1)C)CC#N 2-((S)-1-propenoyl-4-(7-(8-chloronaphthalen-1-yl)-2-(((S)-1-methylpyrrolidin-2-yl)methoxy)-5,6-dihydroquinazolin-4-yl)piperazin-2-yl)acetonitrile formate